BrC=1C(=CC=2C3=C(C(=NC2C1F)SC)NC(CN3C3C1CN(C3C1)C(=O)OC(C)(C)C)=O)I tert-Butyl (endo)-5-(8-bromo-7-fluoro-9-iodo-5-(methylthio)-3-oxo-3,4-dihydropyrazino[2,3-c]quinolin-1(2H)-yl)-2-azabicyclo[2.1.1]hexane-2-carboxylate